bis(dimethylamino)methyl-(4-vinylphenyl)silane CN(C)C(N(C)C)[SiH2]C1=CC=C(C=C1)C=C